1-(Phenylsulfonyl)-5-(3-(piperidin-1-yl)propoxy)-1H-indole-2-carboxylic acid C1(=CC=CC=C1)S(=O)(=O)N1C(=CC2=CC(=CC=C12)OCCCN1CCCCC1)C(=O)O